N1=C(C=CC=C1)C1=CC(=NC=C1)CNC(C1=CC(=C(C=C1)C)S(=O)(=O)C)=O N-([2,4'-bipyridin]-2'-ylmethyl)-4-methyl-3-(methylsulfonyl)benzamide